tert-Butyl 2-(6-chloro-3-(3,4-dichlorophenyl)-9H-carbazol-1-yl)ethylcarbamate ClC=1C=C2C=3C=C(C=C(C3NC2=CC1)CCNC(OC(C)(C)C)=O)C1=CC(=C(C=C1)Cl)Cl